1-(4-((3-(2,3-difluoro-4-methoxyphenyl)imidazo[1,2-a]pyrazin-8-yl)amino)-2-methylbenzoyl)-N-(2-hydroxy-3-ureidopropyl)piperidine-4-carboxamide FC1=C(C=CC(=C1F)OC)C1=CN=C2N1C=CN=C2NC2=CC(=C(C(=O)N1CCC(CC1)C(=O)NCC(CNC(=O)N)O)C=C2)C